C(CC)C1(CN2CCC1CC2)NC(=O)N (3-propylquinuclidin-3-yl)urea